CN1CC(C1)(C)[C@@](C=1C=C(C=NC1)CCC(C)(O)C1=NC=NC(=C1)C)(C1=CC=C(C=C1)C(C)C)O 4-{5-[(R)-(1,3-Dimethyl-azetidin-3-yl)-hydroxy-(4-isopropyl-phenyl)-methyl]-pyridin-3-yl}-2-(6-methyl-pyrimidin-4-yl)-butan-2-ol